(4,7-Dichloro-6-(4-(((4-hydroxycyclohexyl)(methyl)amino)methyl)phenyl)-2H-indazol-2-yl)-2-((R)-6-fluoro-6,7-dihydro-5H-pyrrolo[1,2-c]imidazol-1-yl)-N-(thiazol-2-yl)acetamide ClC=1C2=CN(N=C2C(=C(C1)C1=CC=C(C=C1)CN(C)C1CCC(CC1)O)Cl)C(C(=O)NC=1SC=CN1)C1=C2N(C=N1)C[C@@H](C2)F